1-Isocyanato-3,3,5-trimethyl-5-isocyanatomethylcyclohexan N(=C=O)C1CC(CC(C1)(CN=C=O)C)(C)C